6-((2-(4-(methylcarbamoyl)phenyl)benzo[d]imidazo[2,1-b]thiazole-7-carboxamido)methyl)-5-azaspiro[2.4]heptane-5-carboxylate CNC(=O)C1=CC=C(C=C1)C=1N=C2SC3=C(N2C1)C=CC(=C3)C(=O)NCC3N(CC1(CC1)C3)C(=O)[O-]